3-[(4-bromo-3-fluoro-2-methyl-phenyl)methylene]azetidine methyl-7-bromo-5-isopropoxybenzo[b]thiophene-2-carboxylate COC(=O)C1=CC2=C(S1)C(=CC(=C2)OC(C)C)Br.BrC2=C(C(=C(C=C2)C=C2CNC2)C)F